[(1R)-2-(1-benzofuran-3-yl)-1-{[(1R,8S)-11-oxatricyclo[6.2.1.02,7]undeca-2(7),3,5-trien-9-yl]formamido}ethyl]boronic acid O1C=C(C2=C1C=CC=C2)C[C@H](NC(=O)C2[C@H]1C=3C=CC=CC3[C@@H](C2)O1)B(O)O